tert-butyl N-[(3R)-1-{[2-({4-[4-(morpholin-4-yl)-1-{[2-(trimethylsilyl)ethoxy]methyl}-1H-pyrrolo[3,2-c]pyridin-2-yl]phenyl}carbamoyl)pyridin-4-yl]methyl}piperidin-3-yl]carbamate N1(CCOCC1)C1=NC=CC2=C1C=C(N2COCC[Si](C)(C)C)C2=CC=C(C=C2)NC(=O)C2=NC=CC(=C2)CN2C[C@@H](CCC2)NC(OC(C)(C)C)=O